P(=O)(O)(O)OC[C@@H]1[C@H](C[C@@H](O1)N1C(=O)NC(=O)C(C)=C1)O.C(C)N(CC)[SiH2]C=C(COCC)COCC (diethylamino)di(ethoxymethyl)vinyl-silane thymidine-5'-monophosphate